(2S)-2-[2-[(2,5-dimethylphenoxy)methyl]phenyl]-2-methoxy-N-methyl-acetamide CC1=C(OCC2=C(C=CC=C2)[C@@H](C(=O)NC)OC)C=C(C=C1)C